Tert-butyl ((5-bromo-2-methoxyphenyl)sulfonyl)carbamate BrC=1C=CC(=C(C1)S(=O)(=O)NC(OC(C)(C)C)=O)OC